N-BOC-gamma-Aminobutyric acid CC(C)(C)OC(=O)NCCCC(=O)O